Ethyltriphenylphosphonium Triiodide [I-].[I-].[I-].C(C)[P+](C1=CC=CC=C1)(C1=CC=CC=C1)C1=CC=CC=C1.C(C)[P+](C1=CC=CC=C1)(C1=CC=CC=C1)C1=CC=CC=C1.C(C)[P+](C1=CC=CC=C1)(C1=CC=CC=C1)C1=CC=CC=C1